N-(prop-2-yn-1-yl)-4-(trifluoromethyl)benzamide C(C#C)NC(C1=CC=C(C=C1)C(F)(F)F)=O